Cl.COC1=CC=C(C=C1)C12CC(C1)(C2)CN (3-(4-methoxyphenyl)bicyclo[1.1.1]pentan-1-yl)methanamine hydrochloride